C(CCC)N1C2=CC=C(C=C2C=2C=C(C=CC12)C(C(C)(C)N1CCOCC1)=O)C(C(C)(C)N1CCOCC1)=O 9-n-butyl-3,6-bis(2-morpholino-isobutyryl)carbazole